1-[3-acetyl-6-[6-(6-methylpyridazin-3-yl)oxypyrazolo[1,5-a]pyridin-3-yl]pyridin-2-yl]-5-(difluoromethyl)pyrazole-3-carboxamide C(C)(=O)C=1C(=NC(=CC1)C=1C=NN2C1C=CC(=C2)OC=2N=NC(=CC2)C)N2N=C(C=C2C(F)F)C(=O)N